3-(4-aminobenzyl)-1,1-dimethylguanidine NC1=CC=C(CNC(N(C)C)=N)C=C1